2-(4-chloro-3-fluorophenoxy)-N-[(3s,6r)-6-{5-[(2,2-difluorocyclobutyl)methoxy]-1,3,4-oxadiazol-2-yl}piperidin-3-yl]acetamide ClC1=C(C=C(OCC(=O)N[C@@H]2CN[C@H](CC2)C=2OC(=NN2)OCC2C(CC2)(F)F)C=C1)F